[Cl-].C(CCCCC)N1CN(C=C1)C 1-hexyl-3-methyl-imidazole chloride salt